ClC1=C(OC2(COC2)C2=CC(=C(C=C2F)N=CN(C)CC)C)C=CC=C1 N'-(4-(3-(2-chlorophenoxy)oxetan-3-yl)-5-fluoro-2-methylphenyl)-N-ethyl-N-methylformimidamide